COC1CC(CCC1NS(=O)(=O)C=1N=C(SC1)C#CC1=CC(=CC=C1)OC(F)(F)F)CC(=O)OC methyl 2-[3-methoxy-4-(2-{2-[3-(trifluoromethoxy)phenyl]ethynyl}-1,3-thiazole-4-sulfonamido)cyclohexyl]acetate